(3-methoxyphenyl)(methyl)-λ6-sulfanone COC=1C=C(C=CC1)[SH2](=O)C